N-(2-Ethoxyphenyl)-ethandiamid C(C)OC1=C(C=CC=C1)NC(C(=O)N)=O